COC(=O)C=1C(=NC(=NC1C)[C@@H]1CC[C@@H](CC1)C(C)(C)C)C (cis)-2-(4-tert-butylcyclohexyl)-4,6-dimethyl-pyrimidine-5-carboxylic acid methyl ester